COCOC=1C(=NC=C(C1)C)C1=NN=C(C2=CC=CC=C12)N[C@H]1CN(CCC1)C 4-[3-(methoxymethoxy)-5-methyl-2-pyridinyl]-N-[(3R)-1-methyl-3-piperidinyl]phthalazin-1-amine